C(C)C1(CCN(CC1)C(=O)C1=CN=C(S1)C1=C(C(=C(C(=C1)F)F)O)F)O (4-Ethyl-4-hydroxypiperidin-1-yl)(2-(2,4,5-trifluoro-3-hydroxyphenyl)thiazol-5-yl)methanone